5-(1-methyl-1H-pyrazol-3-yl)pyrazine-2-carboxamide CN1N=C(C=C1)C=1N=CC(=NC1)C(=O)N